6-(Pyrimidin-5-Ylmethyl)-N-(3-(Trifluoromethyl)Phenyl)-4,5,6,7-Tetrahydrothieno[2,3-c]Pyridin-3-Carboxamid N1=CN=CC(=C1)CN1CC2=C(CC1)C(=CS2)C(=O)NC2=CC(=CC=C2)C(F)(F)F